2-formyl-6-((4-(5-(pyrrolidin-1-yl)pyridin-3-yl)-1H-1,2,3-triazol-1-yl)methyl)-1H-indole-1-carboxylic acid tert-butyl ester C(C)(C)(C)OC(=O)N1C(=CC2=CC=C(C=C12)CN1N=NC(=C1)C=1C=NC=C(C1)N1CCCC1)C=O